ClC1=C(C(=O)O)C=CC(=C1)/C(=C/C(C(F)(F)F)C1=CC(=C(C(=C1)Cl)Cl)Cl)/F (Z)-2-chloro-4-(1,4,4,4-tetrafluoro-3-(3,4,5-trichlorophenyl)but-1-en-1-yl)benzoic acid